C1(CC1)C(=O)NC1=NC(=CC(=N1)C(=O)NCCOC1=CC(=C(C=C1)OC(F)(F)F)F)C 2-(cyclopropanecarboxamido)-N-(2-(3-fluoro-4-(trifluoromethoxy)phenoxy)ethyl)-6-methylpyrimidine-4-carboxamide